3,4-dimethoxyphenyl-acryloyl chloride COC=1C=C(C=CC1OC)C=CC(=O)Cl